ClC=1C=C(C=CC1F)C=1N=CN(C1C=1C=CC=2N(C1)C(=CN2)C#N)C 6-(4-(3-chloro-4-fluorophenyl)-1-methyl-1H-imidazol-5-yl)imidazo[1,2-a]pyridine-3-carbonitrile